FC1=C2C=CC=NC2=C(C(=C1)F)COC=1C(=CC(=C(C1)N1C(NC=2C(C1=O)=C(SC2)C(=O)O)=O)F)OC 3-(5-((5,7-difluoroquinolin-8-yl)methoxy)-2-fluoro-4-methoxyphenyl)-2,4-dioxo-1H-thieno[3,4-d]pyrimidine-5-carboxylic acid